FC=1C=C2C(=NN=C(C2=CC1P1(CCN(CC1)C(C(C)C)=O)=O)N[C@H](C)C=1C(=C(C#N)C=CC1)C)C (R)-3-(1-((6-fluoro-7-(1-isobutyryl-4-oxido-1,4-azaphosphinan-4-yl)-4-methylphthalazin-1-yl)amino)ethyl)-2-methylbenzonitrile